2-chloro-N-(2-(3-(dimethylamino)-1H-pyrazol-1-yl)benzyl)-9-ethyl-9H-purin-6-amine ClC1=NC(=C2N=CN(C2=N1)CC)NCC1=C(C=CC=C1)N1N=C(C=C1)N(C)C